N1(CCNCC1)CCC(=O)O 3-(piperazin-1-yl)propionic acid